BrC1=C(C(=O)OC)C=C(C=C1OC)I methyl 2-bromo-5-iodo-3-methoxy-benzoate